CC(COCCOCC(C)N)N 4,7-dioxa-2,9-decanediamine